CN1N=C(C=C1C)NC1=NC=C(C(=N1)C1=CNC2=C(C=CC=C12)N1C(C2=CC=CC(=C2C1)C1=CC(=NC=C1F)OC)=O)C 2-(3-(2-((1,5-dimethyl-1H-pyrazol-3-yl)amino)-5-methylpyrimidin-4-yl)-1H-indol-7-yl)-4-(5-fluoro-2-methoxypyridin-4-yl)isoindolin-1-one